O1C(=CC=C1C=O)C=O 2,5-furandiformaldehyde